CNC=1C(NC(NC1)=O)=O 5-(methylamino)uracil